6-amino-2-((bis(4-methoxyphenyl)(phenyl)methoxy)methyl)hexane-1-ol NCCCCC(CO)COC(C1=CC=CC=C1)(C1=CC=C(C=C1)OC)C1=CC=C(C=C1)OC